6-((5-((2-azaspiro[3.3]heptan-6-yl)amino)-3-methyl-1-oxoisoindolin-2-yl)methyl)benzo[d]oxazol-2(3H)-one C1NCC12CC(C2)NC=2C=C1C(N(C(C1=CC2)=O)CC2=CC1=C(NC(O1)=O)C=C2)C